NC1=NC=2C=CC(=CC2C2=C1C=NN2C)C(=O)N([C@@H]2COC1=C2C=NC(=C1)C(F)(F)F)C 4-amino-N,1-dimethyl-N-((3S)-6-(trifluoromethyl)-2,3-dihydrofuro[3,2-c]pyridin-3-yl)-1H-pyrazolo[4,3-c]quinoline-8-carboxamide